[3-[[5-[(E)-3-methoxyprop-1-enyl]-4-methyl-thiazol-2-yl]amino]-3-oxo-propyl]-3-(5-methyl-1,2,4-oxadiazol-3-yl)benzamide COC/C=C/C1=C(N=C(S1)NC(CCC1=C(C(=O)N)C=CC=C1C1=NOC(=N1)C)=O)C